S1C=CC=2C(N=CC3(C21)CCCC3)=O 4'H-spiro[cyclopentane-1,7'-thieno[3,2-c]pyridin]-4'-one